C(C)C(C(=O)O)C(=O)O.C(C)C(C(=O)O)C(=O)O.C1(CCC(CC1)CO)CO 1,4-cyclohexanedimethanol bis(ethylmalonate)